C(C1=CC=CC=C1)N1C[C@@](CC1)(C(=O)N1C[C@@]2(CCC1)C1=C(NC(O2)=O)C=CC(=C1F)Cl)F |o1:9| (R)-1'-((S or R)-1-Benzyl-3-fluoropyrrolidine-3-carbonyl)-6-chloro-5-fluorospiro[benzo[d][1,3]oxazine-4,3'-piperidin]-2(1H)-one